2-(1-benzyl-4-(6-methylpyridin-2-yl)-1H-1,2,3-triazol-5-yl)-7-(1-(piperidin-3-yl)-1H-pyrazol-4-yl)-1,5-naphthyridine C(C1=CC=CC=C1)N1N=NC(=C1C1=NC2=CC(=CN=C2C=C1)C=1C=NN(C1)C1CNCCC1)C1=NC(=CC=C1)C